C/C(/[C@H](C)C=1C=NC=C(C1)C1=CC=CC=C1)=C\C1=CC=CC=C1 (S,E)-3-(3-methyl-4-phenylbut-3-en-2-yl)-5-phenylpyridine